C(C)(C)(C)OC(=O)N(C1C(C1)C1=CC=C(C=C1)F)CC1=CC=C2CCN(CC2=C1)CC1=CC=C(C(=O)OC)C=C1 Methyl 4-((7-(((tert-butoxycarbonyl)(2-(4-fluorophenyl)cyclopropyl)amino)methyl)-3,4-dihydroisoquinolin-2(1H)-yl)methyl)benzoate